ClC1=C(C=CC=C1)[C@H](OC1=NC(=NC=C1)C(=O)N[C@H](C)\C=C\S(=O)(=O)C)C1(CC1)C#N ((R)-(2-Chlorophenyl)(1-cyanocyclopropyl)methoxy)-N-((R,E)-4-(methylsulfonyl)but-3-en-2-yl)pyrimidine-2-carboxamide